4,4'-stilbenedicarboxylic acid sodium salt [Na+].C1(=CC=C(C=C1)C(=O)[O-])C=CC1=CC=C(C=C1)C(=O)[O-].[Na+]